COC(=C(C)C)OC 1,1-Dimethoxyisobuten